(S)-4-(4-methyl-2-oxopiperazin-1-yl)-3-(4-methylphenyl)-N-((R)-1-(4-chlorophenyl)ethyl)-4,5-dihydro-1H-pyrazol-1-carboxamide CN1CC(N(CC1)[C@@H]1C(=NN(C1)C(=O)N[C@H](C)C1=CC=C(C=C1)Cl)C1=CC=C(C=C1)C)=O